methyl 3-((5-(3-fluorophenyl)pyrimidin-2-yl)(methyl)amino)benzoate FC=1C=C(C=CC1)C=1C=NC(=NC1)N(C=1C=C(C(=O)OC)C=CC1)C